C1(CC1)C1=CC(=NN1)NC1=NC(=NC=C1)N1C[C@H](CCC1)CNC N-(5-Cyclopropyl-1H-pyrazol-3-yl)-2-[(3R)-3-(methylaminomethyl)-1-piperidyl]pyrimidin-4-amine